[7-({8-fluoro-2-methylimidazo[1,2-a]pyridin-6-yl}carbamoyl)-4-(piperazin-1-yl)indazol-2-yl]acetic acid trifluoroacetic acid salt FC(C(=O)O)(F)F.FC=1C=2N(C=C(C1)NC(=O)C1=CC=C(C3=CN(N=C13)CC(=O)O)N1CCNCC1)C=C(N2)C